Cl.NCC1=NN=C(O1)C(=N)N 5-(aminomethyl)-1,3,4-oxadiazole-2-carboxamidine hydrochloride